O=C1C=2N(C=CN1)N=C(C2)C(=O)N 4-oxo-4,5-dihydropyrazolo-[1,5-a]pyrazine-2-carboxamide